1,4,5-trimethylimidazole-2-carbaldehyde CN1C(=NC(=C1C)C)C=O